2-(6-(benzylthio)-8-chloroimidazo[1,5-a]pyridin-3-yl)-5-(difluoromethyl)-1,3,4-oxadiazole C(C1=CC=CC=C1)SC=1C=C(C=2N(C1)C(=NC2)C=2OC(=NN2)C(F)F)Cl